N-(4-(1H-pyrrol-1-yl)phenyl)-2-(4-(3-methoxybenzyl)piperazin-1-yl)oxazole-4-carboxamide N1(C=CC=C1)C1=CC=C(C=C1)NC(=O)C=1N=C(OC1)N1CCN(CC1)CC1=CC(=CC=C1)OC